N1N=CC=C1C=1C=CC(=NC1)NC(=O)[C@@]1(CN(CCC1)C#N)F (R)-N-(5-(1H-pyrazol-5-yl)pyridin-2-yl)-1-cyano-3-fluoropiperidine-3-carboxamide